tert-butyl-[3-(6-chloropyrimidin-4-yl)-1-(2-trimethylsilylethoxymethyl)indazol-5-yl]Oxy-dimethyl-silane C(C)(C)(C)[Si](C)(C)OC=1C=C2C(=NN(C2=CC1)COCC[Si](C)(C)C)C1=NC=NC(=C1)Cl